BrC=1C(=NNC1C)C1=CC=NC=C1 4-(4-bromo-5-methyl-1H-pyrazol-3-yl)pyridine